FC1(CC(C1)(C)CN1N=C(C(=C1C(=O)NC1=CC(=NC=C1)S(=O)(=N)C)C(F)(F)F)C12CC(C1)(C2)OC)F 1-((3,3-difluoro-1-methylcyclobutyl)methyl)-3-(3-methoxybicyclo[1.1.1]pentan-1-yl)-N-(2-(S-methylsulfonimidoyl)pyridin-4-yl)-4-(trifluoromethyl)-1H-pyrazole-5-carboxamide